CN(C(C#CCN1CCC(CC1)(F)C(=O)N(C)[C@H](C(=O)O)C(C)C)(C)C)C (2S)-2-(1-[1-[4-(dimethylamino)-4-methylpent-2-ynyl]-4-fluoropiperidin-4-yl]-N-methylformamido)-3-methylbutanoic acid